4-((8-(5-Chlorobenzofuran-2-yl)-2,3-dihydro-4H-pyrido[4,3-b][1,4]oxazin-4-yl)sulfonyl)benzonitrile ClC=1C=CC2=C(C=C(O2)C2=CN=CC3=C2OCCN3S(=O)(=O)C3=CC=C(C#N)C=C3)C1